2-(2-(1-(Cyclopropylsulfonyl)-1H-pyrazol-4-yl)pyrimidin-4-yl)-5-((1-(2,2-difluoroethyl)-1H-pyrazol-4-yl)ethynyl)-N4-((1s,4s)-4-((dimethylamino)methyl)cyclohexyl)pyridine-2,4-diamine C1(CC1)S(=O)(=O)N1N=CC(=C1)C1=NC=CC(=N1)C1(NC=C(C(=C1)NC1CCC(CC1)CN(C)C)C#CC=1C=NN(C1)CC(F)F)N